C([C@@H]1[C@H]([C@@H](C(O1)([13CH2]O)O)O)O)O D-fructose-1-13C